3-[(1Z)-2-(2-aminopyrimidin-5-yl)-2-fluoroethenyl]-4-(difluoromethoxy)-N-[(1S,2S)-2-hydroxycyclohexyl]3-[(1Z)-2-(2-aminopyrimidin-5-yl)-2-fluoroethenyl]-4-(difluoromethoxy)benzoic acid NC1=NC=C(C=N1)/C(=C/C1(C=C(C(=O)O)C=CC1(OC(F)F)OC(F)F)\C=C(/F)\C=1C=NC(N(C1)[C@@H]1[C@H](CCCC1)O)N)/F